OCC1CC2(CN(C2)C(=O)OC(C)(C)C)C1 tert-butyl 6-(hydroxymethyl)-2-azaspiro[3.3]heptane-2-carboxylate